N-[(1S)-5-[2-(2-aminopyridin-3-yl)-5-(pyrazol-1-yl)imidazo[4,5-b]pyridin-3-yl]-2,3-dihydro-1H-inden-1-yl]-3-(1,3-dioxolan-2-yl)-4-[(1-methylimidazol-2-yl)amino]benzamide NC1=NC=CC=C1C1=NC=2C(=NC(=CC2)N2N=CC=C2)N1C=1C=C2CC[C@@H](C2=CC1)NC(C1=CC(=C(C=C1)NC=1N(C=CN1)C)C1OCCO1)=O